C1(C=CC2=CC=CC=C12)[Ru] indenyl-ruthenium